((1S,4S)-1,4-Dimethyl-7-oxo-5,6-diphenyl-3-(phenylsulfonyl)bicyclo[2.2.1]hept-5-en-2-yl)methylene bis(2,2-dimethylpropanoate) CC(C(=O)OC(C1[C@]2(C(=C([C@](C1S(=O)(=O)C1=CC=CC=C1)(C2=O)C)C2=CC=CC=C2)C2=CC=CC=C2)C)OC(C(C)(C)C)=O)(C)C